(2S)-N1-[5-(2-tert-butyl-4-thiazolyl)-4-methyl-2-thiazolyl]pyrrolidine-1,2-dicarboxamide Ruthenium-iron-nickel [Ni].[Fe].[Ru].C(C)(C)(C)C=1SC=C(N1)C1=C(N=C(S1)NC(=O)N1[C@@H](CCC1)C(=O)N)C